OC=1C=CN=C2C=CC(N(C12)C)=O 8-hydroxy-1-methyl-1,5-naphthyridin-2(1H)-one